1-oxa-7-azaspiro[4.5]decan-2-one O1C(CCC12CNCCC2)=O